CC=1N=C(NC1C)C1=NC=CC(=C1)C=1C=NC=C(C1)C(=O)N1CC(CCC1)O (2'-(4,5-Dimethyl-1H-imidazol-2-yl)-3,4'-bipyridin-5-yl)(3-hydroxypiperidin-1-yl)methanone